COC[C@]1(CN(CCOC1)C(=O)OCC1=CC=CC=C1)C (R)-benzyl 6-(methoxymethyl)-6-methyl-1,4-oxazepane-4-carboxylate